3-Ethyl-1H-isochromen-1-on C(C)C=1OC(C2=CC=CC=C2C1)=O